sodium methyl allyl-sulphonate C(C=C)S(=O)(=O)OC.[Na]